C(C)C1=C(C=C(C=C1)C)C 1-ethyl-2,4-dimethyl-benzene